CNS(=O)(=O)CC(=O)NCCCN(CCCCCCCC(=O)OC(CCCCCCCC)CCCCCCCC)CCCCCCCC(OC(CC)CCCCCCCC)=O heptadecan-9-yl 8-((3-(2-(N-methylsulfamoyl)acetamido)propyl)(8-oxo-8-(undecan-3-yloxy)octyl)amino)octanoate